CN(CC1=CC(=CC(=C1)C)C)C N,N,3,5-tetramethylbenzenemethanamine